tert-butyl 4-[4-[2-chloro-4-[[5-(2,3-difluoro-4-methoxy-phenyl)-1-methyl-imidazole-2-carbonyl]amino]benzoyl]piperazine-1-carbonyl]piperidine-1-carboxylate ClC1=C(C(=O)N2CCN(CC2)C(=O)C2CCN(CC2)C(=O)OC(C)(C)C)C=CC(=C1)NC(=O)C=1N(C(=CN1)C1=C(C(=C(C=C1)OC)F)F)C